6-Bromo-2-{4-[4-(furan-3-ylmethyl)piperazin-1-yl]phenyl}-N-(1-methylpiperidin-4-yl)-3H-imidazo[4,5-b]pyridin-7-amine BrC=1C(=C2C(=NC1)NC(=N2)C2=CC=C(C=C2)N2CCN(CC2)CC2=COC=C2)NC2CCN(CC2)C